N1C(=CC2=CC=CC=C12)CCN1C=NC2=CC=C(C=C2C1=O)C1=CC(=C(C=C1)N)[N+](=O)[O-] 3-(2-(1H-indol-2-yl)ethyl)-6-(4-amino-3-nitrophenyl)quinazolin-4(3H)-one